ClC=1C=C(C=CC1F)NC(=O)C1=C(N=CN1C)C1CC2CC(CC2C1)(C1=CC(=NN1)[N+](=O)[O-])O N-(3-Chloro-4-fluorophenyl)-4-(5-hydroxy-5-(3-nitro-1H-pyrazol-5-yl)octahydropentalen-2-yl)-1-methyl-1H-imidazole-5-carboxamide